benzyl (1s,4s,5r)-5-[[1-cyclopropyl-4-(2,6-dichlorophenyl)-1H-pyrazol-5-yl] methoxy]-2-azabicyclo[2.2.1]heptane-2-carboxylate C1(CC1)N1N=CC(=C1CO[C@H]1[C@@H]2CN([C@H](C1)C2)C(=O)OCC2=CC=CC=C2)C2=C(C=CC=C2Cl)Cl